CN1C(C=CC(=C1)N1N=CC2=CC(=C(C=C12)C)C1(CN(CC1)S(=O)(=O)C1=NN(N=C1)C)C(C)C1=CC=CC=C1)=O 1-methyl-5-(6-methyl-5-(1-((2-methyl-2H-1,2,3-triazol-4-yl)sulfonyl)-3-(1-phenylethyl)pyrrolidin-3-yl)-1H-indazol-1-yl)pyridin-2(1H)-one